COC[C@H](C(N1CCN(CC1)C1=CC(=CC=C1)C(F)(F)F)=O)NC(C([2H])([2H])[2H])=O (R,S)-N-(3-methoxy-1-oxo-1-(4-(3-(trifluoromethyl)phenyl)piperazin-1-yl)propan-2-yl)acetamide-2,2,2-d3